O=C1N(C(=NC2=CC=CC(=C12)CCCCCCCCN[C@@H]1[C@@]2(CC[C@H](C1)C2(C)C)C)C(F)(F)F)C2C(NC(CC2)=O)=O 3-(4-oxo-2-(trifluoromethyl)-5-(8-(((1R,2S,4R)-1,7,7-trimethylbicyclo[2.2.1]heptane-2-yl)amino)octyl)quinazolin-3(4H)-yl)piperidine-2,6-dione